4-[(3,5-difluoro-2'-methylamino-biphenyl-4-yl)-methyl-amino]-butyric acid FC=1C=C(C=C(C1N(CCCC(=O)O)C)F)C1=C(C=CC=C1)NC